O=C1OC[C@H]1NC(OC(C)(C)C)=O tert-butyl (R)-(2-oxooxetan-3-yl)carbamate